Di((Z)-non-2-en-1-yl)9-((4-(dimethylamino)butanoyl)oxy)heptadecandioat C(\C=C/CCCCCC)OC(CCCCCCCC(CCCCCCCC(=O)OC\C=C/CCCCCC)OC(CCCN(C)C)=O)=O